O(C#N)C1=CC=C(C=C1)C12CC3(CC(CC(C1)(C3)C)(C2)C)C2=CC=C(C=C2)OC#N 1,3-bis(4-cyanatophenyl)-5,7-dimethyladamantan